3-[2-chloro-5-(1-methylpyrazol-3-yl)pyrrolo[2,3-d]pyrimidin-7-yl]-5-{[(3-{[2-(4-fluorophenyl)ethyl]amino}propyl)(methyl)amino]methyl}cyclopentane-1,2-diol ClC=1N=CC2=C(N1)N(C=C2C2=NN(C=C2)C)C2C(C(C(C2)CN(C)CCCNCCC2=CC=C(C=C2)F)O)O